3-((5-fluoro-4-(3-(2-oxo-1,2-dihydropyridin-3-yl)phenyl)pyrimidin-2-yl)amino)cyclohexane-1-carboxylic acid FC=1C(=NC(=NC1)NC1CC(CCC1)C(=O)O)C1=CC(=CC=C1)C=1C(NC=CC1)=O